(R)-2-(1-aminoethyl)-N-(5-chloro-4-(trifluoromethyl)pyridin-2-yl)thiazole-5-carboxamide (S)-mandelate C([C@@H](O)C1=CC=CC=C1)(=O)O.N[C@H](C)C=1SC(=CN1)C(=O)NC1=NC=C(C(=C1)C(F)(F)F)Cl